C1(CC1)C=1C2=C(N=C(N1)N1CC(C1)[C@@H]1CNCCC1)N(N=N2)[C@H](C)C2=C(C=C(C=C2)Cl)Cl (R)-3-(1-(7-cyclopropyl-3-((R)-1-(2,4-dichlorophenyl)ethyl)-3H-[1,2,3]triazolo[4,5-d]pyrimidin-5-yl)azetidin-3-yl)-piperidin